2-(4'-(((S)-4-((4-(4-Aminopyrimidin-2-yl)-1-methyl-1H-pyrazol-5-yl)oxy)butan-2-yl)amino)-6'-chloro-[2,3'-bipyridin]-5-yl)-1,1,1-trifluoropropan-2-ol NC1=NC(=NC=C1)C=1C=NN(C1OCC[C@H](C)NC1=C(C=NC(=C1)Cl)C1=NC=C(C=C1)C(C(F)(F)F)(C)O)C